N-[(1R)-1-[3-(2-cyclopropyl-4-pyridinyl)-1,2,4-oxadiazol-5-yl]ethyl]-2-methyl-5-(trifluoromethyl)pyrazole-3-carboxamide C1(CC1)C1=NC=CC(=C1)C1=NOC(=N1)[C@@H](C)NC(=O)C=1N(N=C(C1)C(F)(F)F)C